2-amino-2-[2-(2-chloro-4-{[3-(phenylmethoxy)phenyl]thio}phenyl)ethyl]propane-1,3-diol NC(CO)(CO)CCC1=C(C=C(C=C1)SC1=CC(=CC=C1)OCC1=CC=CC=C1)Cl